N1(CCCCCC1)C(=O)C1=CC(=CC=C1)OCCNC1=NC(=NC2=CC=CC=C12)N1CCCCC1 azepan-1-yl(3-(2-((2-(piperidin-1-yl)quinazolin-4-yl)amino)ethoxy)phenyl)methanone